6-(cyclobutylmethyl)-5-(4-(4-(dimethoxymethyl)piperidin-1-yl)phenyl)-5,6,7,8-tetrahydronaphthalen-2-ol C1(CCC1)CC1C(C=2C=CC(=CC2CC1)O)C1=CC=C(C=C1)N1CCC(CC1)C(OC)OC